3-[4-[(5-cyano-1H-imidazole-2-carbonyl)amino]-3-(1,2-dideuterio-4,4-dimethylcyclohexyl)phenyl]-6,7-dideuterio-(s)-3-hydroxy-1,5-dimethyl-8-azabicyclo[3.2.1]octane-8-carboxylate C(#N)C1=CN=C(N1)C(=O)NC1=C(C=C(C=C1)C1(C[C@@]2(C(C(C(C1)(N2C(=O)[O-])C)[2H])[2H])C)O)C2(C(CC(CC2)(C)C)[2H])[2H]